C(#N)C=1C=C2C(=CC=NC2=CC1)NCCC=1C=C2C=CC(=CC2=CC1)C(=O)N1CCN(CC1)C(CCNC(OC(C)(C)C)=O)=O tert-butyl N-[3-[4-[6-[2-[(6-cyano-4-quinolyl)amino]ethyl]naphthalene-2-carbonyl]piperazin-1-yl]-3-oxo-propyl]carbamate